N1C=CC2=CC=C(C=C12)CC(=O)O 2-(1H-indol-6-yl)acetic acid